COC1=NC(=NC(=C1)OC)N1C(SC2=C1C=C(C(=C2)F)N2C(N(C(=CC2=O)C(F)(F)F)C)=O)=O 3-(3-(4,6-dimethoxypyrimidin-2-yl)-6-fluoro-2-oxo-2,3-dihydrobenzothiazol-5-yl)-1-methyl-6-(trifluoromethyl)-pyrimidine-2,4(1h,3h)-dione